1-((1S,3aS,3bR,5aS,8S,10aS,10bS,12aS)-8-hydroxy-8,10a,12a-trimethyloctadecahydrocyclohepta[a]cyclopenta[f]naphthalen-1-yl)-2-(5-methyl-2H-tetrazol-2-yl)ethan-1-one O[C@]1(CC[C@H]2[C@@]([C@H]3CC[C@]4([C@H]([C@@H]3CC2)CC[C@@H]4C(CN4N=C(N=N4)C)=O)C)(CC1)C)C